C(C)(C)(C)N1CCC(CC1)N1C2=C(NC(C1=O)=O)C=C(C=N2)Cl tert-Butyl-4-(7-chloro-2,3-dioxo-2,3-dihydropyrido[2,3-b]pyrazin-4(1H)-yl)piperidin